5-(7-chloro-6-methoxyquinazolin-4-yloxy)-2-fluoro-4-methyl-N-(4-((3-oxopiperazin-1-yl)methyl)-3-(trifluoromethyl)phenyl)benzamide ClC1=C(C=C2C(=NC=NC2=C1)OC=1C(=CC(=C(C(=O)NC2=CC(=C(C=C2)CN2CC(NCC2)=O)C(F)(F)F)C1)F)C)OC